4-cyclopropyl-7-(2-((2-ethyl-7-isopropyl-1,2,3,4-tetrahydroisoquinolin-6-yl)amino)-5-(trifluoromethyl)pyrimidin-4-yl)-3,4-dihydrothieno[2,3-f][1,4]thiazepin-5(2H)-one 1,1-dioxide C1(CC1)N1CCS(C2=C(C1=O)SC(=C2)C2=NC(=NC=C2C(F)(F)F)NC=2C=C1CCN(CC1=CC2C(C)C)CC)(=O)=O